2,6-Difluoro-4-(6-(methyl(7H-pyrrolo[2,3-d]pyrimidin-4-yl)amino)-2-azaspiro[3.3]heptan-2-carbonyl)benzonitril FC1=C(C#N)C(=CC(=C1)C(=O)N1CC2(C1)CC(C2)N(C=2C1=C(N=CN2)NC=C1)C)F